2-AMINO-4-METHOXY-2-METHYLBUTANOIC ACID NC(C(=O)O)(CCOC)C